C(=CC1=CC=CC=C1)C=CC(=O)O.[Na] sodium styrene-acrylic acid